C(CC)C1(C(NC(N1)=O)=O)C1=CC=C(C=C1)C(=O)N1CCN(CC1)C1=NC(=C(C=C1C)C)C 5-propyl-5-{4-[4-(3,5,6-trimethylpyridin-2-yl)piperazine-1-carbonyl]phenyl}imidazolidine-2,4-dione